C(CCCCCCCC(=O)OC)(=O)OCCC propyl methyl nonanedioate